N1N=C(C=C1)N1C(C2=CC=CC=C2C1=O)=O 2-(1H-pyrazol-3-yl)-1H-isoindole-1,3(2H)-dione